4-(aminomethyl)-N-((2-(6-((cis)-2,6-dimethylmorpholino)pyridin-2-yl)-1,6-naphthyridin-7-yl)methyl)-1-(methylsulfonyl)indoline-6-carboxamide NCC1=C2CCN(C2=CC(=C1)C(=O)NCC1=NC=C2C=CC(=NC2=C1)C1=NC(=CC=C1)N1C[C@@H](O[C@@H](C1)C)C)S(=O)(=O)C